[O-2].[O-2].[O-2].[O-2].[V+4].[V+4] vanadium (IV) tetraoxide